OC1C(CCCC1)C1=CC=C2C=CC(=NC2=N1)C1=C(C=C(C=C1C)C)O 2-[7-[2-hydroxycyclohexyl]-1,8-naphthyridin-2-yl]-3,5-dimethyl-phenol